Ethyl 1-(7-(but-3-en-1-yloxy) pyrazolo[1,5-a]pyridin-5-yl)-5-cyclopropyl-1H-pyrazole-3-carboxylate C(CC=C)OC1=CC(=CC=2N1N=CC2)N2N=C(C=C2C2CC2)C(=O)OCC